NCC(=O)NC=1N=C2N(N=C(C=C2)C=2C=C(C(=NC2)C)C(=O)N[C@H](C)C2=C(C=CC(=C2)OC(F)(F)F)F)C1 5-[2-(2-aminoacetylamino)imidazo[1,2-b]pyridazin-6-yl]-N-[(1R)-1-[2-fluoro-5-(trifluoromethoxy)phenyl]ethyl]-2-methylpyridine-3-carboxamide